OC(CC(=O)N1CCN(CC1)C(=O)[C@H]1N(CCC1)C(=O)OC(C)(C)C)(C)C Tert-butyl (S)-2-(4-(3-hydroxy-3-methylbutanoyl)piperazin-1-carbonyl)pyrrolidin-1-carboxylate